1-propenyl-3-methylpiperazine C(=CC)N1CC(NCC1)C